[(3R,9aS)-3-hydroxy-3-(2,4,5-trifluorophenyl)-1,4,6,7,9,9a-hexahydropyrazino[2,1-c][1,4]oxazin-8-yl]-(2-chloro-3-methoxy-phenyl)methanone O[C@]1(CN2[C@H](CO1)CN(CC2)C(=O)C2=C(C(=CC=C2)OC)Cl)C2=C(C=C(C(=C2)F)F)F